C1(=CC=CC=C1)[B-](C1=CC=CC=C1)(C1=CC=CC=C1)C1=CC=CC=C1.C1(CCCCC1)[I+]C1=CC=CC=C1 cyclohexylphenyliodonium tetraphenylborate